4-((4-(3,5-dichlorophenyl)piperazin-1-yl)sulfonyl)-2-methylaniline ClC=1C=C(C=C(C1)Cl)N1CCN(CC1)S(=O)(=O)C1=CC(=C(N)C=C1)C